O1N=C(N=C1)CCCN1C[C@@H](CC1)C1=CNC2=CC=CC=C12 (S)-3-(1-[3-(1,2,4-oxadiazol-3-yl)propyl]pyrrolidin-3-yl)-1H-indole